C(C=C)(=O)NC1=CC(=NC=N1)C#CCN(C(=O)[C@H]1N(CCC1)C1=NC(=CC(=C1C#N)C(F)(F)F)C)C1=CC(=C(C=C1)F)Cl (S)-N-(3-(6-acrylamidopyrimidin-4-yl)prop-2-yn-1-yl)-N-(3-chloro-4-fluorophenyl)-1-(3-cyano-6-methyl-4-(trifluoromethyl)pyridin-2-yl)pyrrolidine-2-carboxamide